2-(3,4,5-trimethoxy-phenyl)-5-hydroxy-2-methyl-trans-3-pentenoic acid COC=1C=C(C=C(C1OC)OC)C(C(=O)O)(\C=C\CO)C